Tert-butyl ((4-(7-(benzyloxy)-6-methoxyquinazolin-4-yl)-1,4-diazepan-1-yl)sulfonyl)carbamate C(C1=CC=CC=C1)OC1=C(C=C2C(=NC=NC2=C1)N1CCN(CCC1)S(=O)(=O)NC(OC(C)(C)C)=O)OC